1,6,8-tribromopyrene BrC1=CC=C2C=CC3=C(C=C(C4=CC=C1C2=C34)Br)Br